4-({4-[di(t-Butoxycarbonyl)amino]-3-fluoro-5-nitrophenyl}methyl)-piperazine-1-carboxylic acid tert-butyl ester C(C)(C)(C)OC(=O)N1CCN(CC1)CC1=CC(=C(C(=C1)[N+](=O)[O-])N(C(=O)OC(C)(C)C)C(=O)OC(C)(C)C)F